2-(4-hydroxy-3-methoxy-phenyl)acetic acid isoamyl ester C(CC(C)C)OC(CC1=CC(=C(C=C1)O)OC)=O